2-amino-N-((6-cyanopyridin-3-yl)methyl)-5-hydroxy-1,7-naphthyridine-6-carboxamide NC1=NC2=CN=C(C(=C2C=C1)O)C(=O)NCC=1C=NC(=CC1)C#N